C(CCCCCCCC=CCC=CCCCCC)(=O)NCCS(=O)(=O)O N-(9,12-octadecadienoyl)Taurine